C(#N)[C@H]1[C@@H](CCCC1)NC1=NC(=NC=C1C)NC=1C=C(C(=C(C(=O)OC)C1)B1OC(CO1)(C)C)C methyl 5-((4-(((trans)-2-cyanocyclohexyl) amino)-5-methylpyrimidin-2-yl) amino)-2-(5,5-dimethyl-1,3,2-dioxaborolan-2-yl)-3-methylbenzoate